(3S,4S)-4-(thiophen-2-yl)-3-(isoquinolin-5-ylcarbamoyl)pyrrolidine-1-carboxylic acid tert-butyl ester C(C)(C)(C)OC(=O)N1C[C@H]([C@@H](C1)C=1SC=CC1)C(NC1=C2C=CN=CC2=CC=C1)=O